(R)-1-aminoindane L(+)-aspartate N[C@@H](CC(=O)O)C(=O)O.N[C@@H]1CCC2=CC=CC=C12